tert-Butyl (R)-2-methyl-4-(5-(pyridin-2-yl)-7-tosyl-7H-pyrrolo[2,3-d]pyrimidin-4-yl)piperazine-1-carboxylate C[C@H]1N(CCN(C1)C=1C2=C(N=CN1)N(C=C2C2=NC=CC=C2)S(=O)(=O)C2=CC=C(C)C=C2)C(=O)OC(C)(C)C